FC=1C(=C(C=CC1)NC(=O)NC1=CC(=CC(=C1)OC(F)(F)F)NCCN)CO 1-(3-fluoro-2-hydroxymethylphenyl)-3-[3-(2-aminoethylamino)-5-trifluoromethoxyphenyl]urea